ClC1=C(OCC2=NC=CC(=C2)CC2CCN(CC2)CC2=NC3=C(N2CC2=CN=CN2CC)C=C(C=C3)C(=O)O)C=CC(=C1)Cl 2-((4-((2-((2,4-Dichlorophenoxy)methyl)pyridin-4-yl)methyl)piperidin-1-yl)methyl)-1-((1-ethyl-1H-imidazol-5-yl)methyl)-1H-benzo[d]imidazole-6-carboxylic acid